C(C)C1=C(C=CC=C1)C1=C(C=CC(=C1)F)CC=1C=NC=CC1N1CC2(CN(C2)C(=O)OC(C)(C)C)C1 Tert-butyl 6-(3-((2'-ethyl-5-fluoro-[1,1'-biphenyl]-2-yl) methyl) pyridin-4-yl)-2,6-diazaspiro[3.3]heptane-2-carboxylate